5-(2,2,2-trifluoroethyl)pyrimido[5,4-b]indole-2-carboxylate FC(CN1C2=C(C=3C=CC=CC13)N=C(N=C2)C(=O)[O-])(F)F